(Z,Z)-9,11-tetradecadienol C(CCCCCCC\C=C/C=C\CC)O